ethyl (S)-2-((4-(2-(5-chloropyridin-2-yl)-2-methylbenzo[d][1,3]dioxan-4-yl) piperidin-1-yl) methyl)-1-((1-(fluoromethyl) cyclopropyl) methyl)-1H-thieno[2,3-d]imidazole-5-carboxylate ClC=1C=CC(=NC1)[C@]1(OC(C2=C(O1)C=CC=C2)C2CCN(CC2)CC=2N(C1=C(N2)SC(=C1)C(=O)OCC)CC1(CC1)CF)C